C(C)N(C(C)=O)C=1SC2=C(C(=NNC2=O)C(C)C)N1 N-ethyl-N-(4-isopropyl-7-oxo-6,7-dihydrothiazolo[4,5-d]pyridazin-2-yl)acetamide